Cl.BrC1=C(C=CC(=C1)C(N)=O)C[C@H](C(=O)O)[C@@H]1CNCC1 (2S)-3-(2-Bromo-4-carbamoylphenyl)-2-[(3R)-pyrrolidin-3-yl]propanoic acid hydrochloride